4-(4-methoxyphenyl)-α-bromo-2-butylethylene COC1=CC=C(C=C1)CCCC(C=C)Br